ClC=1C=C(C=C(C1Cl)Cl)C1(CC(=NO1)C1=CC(=C(S1)C(=O)NCC(NCC(F)(F)F)=O)C)C(F)(F)F 5-[4,5-dihydro-5-(3,4,5-trichlorophenyl)-5-(trifluoromethyl)-3-isoxazolyl]-3-methyl-N-[2-oxo-2-[(2,2,2-trifluoroethyl)amino]ethyl]-2-thiophenecarboxamide